N-(3-(1H-Imidazol-1-yl)-5-Methoxyphenyl)-6-(trifluoromethyl)quinolin-4-amine N1(C=NC=C1)C=1C=C(C=C(C1)OC)NC1=CC=NC2=CC=C(C=C12)C(F)(F)F